[(4R,5R,6R,8R)-6-azido-5-benzoyloxy-8-(2,4-dioxopyrimidin-1-yl)-7-oxa-1-thiaspiro[3.4]octan-6-yl]methyl benzoate C(C1=CC=CC=C1)(=O)OC[C@@]1([C@H]([C@]2(CCS2)[C@@H](O1)N1C(NC(C=C1)=O)=O)OC(C1=CC=CC=C1)=O)N=[N+]=[N-]